FC1=CC=C(C=C1)N(S(N)(=O)=O)C N-(4-fluorophenyl)-N-methylsulfuric diamide